CC1=NC(=NC=C1S(=O)(=O)C1OC2(CC1=O)CCNCC2)C(F)(F)F ((4-methyl-2-(trifluoromethyl)pyrimidin-5-yl)sulfonyl)-1-oxa-8-azaspiro[4.5]decan-3-one